tert-butyl ((1-(4-cyano-3-fluoro-5-methoxybenzyl)-1H-pyrazol-4-yl)methyl)carbamate C(#N)C1=C(C=C(CN2N=CC(=C2)CNC(OC(C)(C)C)=O)C=C1OC)F